1-(4-ethyl-5-methoxy-2-methylsulfanyl-phenyl)propan-2-amine C(C)C1=CC(=C(C=C1OC)CC(C)N)SC